CC(C)N(C(C1=CC=CC=C1)=O)C(C)C N,N-di(propan-2-yl)benzamide